3-(4-Chlorophenyl)1-[2-(pyridin-2-yl)ethyl]urea ClC1=CC=C(C=C1)NC(NCCC1=NC=CC=C1)=O